ClC1=CC(=NC=N1)OC1=C(C=CC=C1)/C(/C(=O)[O-])=C\OC (E)-2-[2-[6-chloropyrimidin-4-yloxy] phenyl]-3-methoxypropenoate